NC1=NC=2C=CC=CC2C2=C1N=C(N2CC2=CC=C(C=C2)CNC(=O)OCCNC(C(=C)C)=O)CC(=O)OC methyl 2-(4-amino-1-(4-(((2-methacrylamidoethoxy)carbonylamino)methyl)benzyl)-1H-imidazo[4,5-c]quinolin-2-yl)acetate